ethyl (R)-2-(6-(5-chloro-2-fluorophenyl)-3-thioxo-2,5,6,7-tetrahydro-3H-pyrrolo[1,2-c]imidazol-1-yl)acetate ClC=1C=CC(=C(C1)[C@H]1CC=2N(C(NC2CC(=O)OCC)=S)C1)F